1-(3-(4-((4-([1,2,4]triazolo[1,5-a]pyridin-7-yloxy)-3-methylphenyl)amino)-7H-pyrrolo[2,3-d]pyrimidin-6-yl)piperidin-1-yl)prop-2-en-1-one N=1C=NN2C1C=C(C=C2)OC2=C(C=C(C=C2)NC=2C1=C(N=CN2)NC(=C1)C1CN(CCC1)C(C=C)=O)C